C(CCCC)C1C(CCCC1)(N)N pentylcyclohexanediamine